NC1CCN(CC1)C1=C(C=NC2=CC=C(C=C12)C1=C(C(=CC=C1)F)NC(OC)=O)C1=CC(=CC(=C1)OC)F methyl N-{2-[4-(4-aminopiperidin-1-yl)-3-(3-fluoro-5-methoxyphenyl)quinolin-6-yl]-6-fluorophenyl}carbamate